N-(4-hydroxy-3-ethoxybenzyl)octanoamide OC1=C(C=C(CNC(CCCCCCC)=O)C=C1)OCC